NC1=NC=C(C=C1C1=C(C=C(C=C1)NC(=O)C=1C(C(=C(N(C1)C(C)C)C(=O)O)C1=CC=C(C=C1)F)=O)F)C1=CC(=C(C=C1)OC)OC 5-((4-(2-amino-5-(3,4-dimethoxyphenyl)pyridin-3-yl)-3-fluorophenyl)carbamoyl)-3-(4-fluorophenyl)-1-isopropyl-4-oxo-1,4-dihydropyridine-2-carboxylic acid